C(C)(C)(C)OC(=O)N\C(\C(=O)OC)=C\COC[C@H](CCC1(OCCO1)C)O[Si](C)(C)C(C)(C)C methyl (S,E)-2-((tert-butoxycarbonyl)amino)-4-(2-((tert-butyldimethylsilyl)oxy)-4-(2-methyl-1,3-dioxolan-2-yl)butoxy)but-2-enoate